ClC1=CC2=C(C=N1)N(C(N2[C@H]2C[C@@](CC2)(C)NC(OC(C)(C)C)=O)=O)C([2H])([2H])[2H] tert-butyl ((1S,3R)-3-(6-chloro-3-(methyl-d3)-2-oxo-2,3-dihydro-1H-imidazo[4,5-c]pyridin-1-yl)-1-methylcyclopentyl)carbamate